(-)-2-(2-ethoxy-3-pyridinyl)-7-methyl-N-[(1-methylpyrazol-4-yl)methyl]-5-[1-methylpropyl]imidazo[1,5-b]pyridazin-4-amine C(C)OC1=NC=CC=C1C=1C=C(C=2N(N1)C(=NC2C(CC)C)C)NCC=2C=NN(C2)C